D-Isoleucin N[C@H]([C@H](C)CC)C(=O)O